magnesium bisglycinate dihydrate O.O.NCC(=O)[O-].NCC(=O)[O-].[Mg+2]